N,N,N',N'-tetraethyl-1,3-propylenediamine C(C)N(CCCN(CC)CC)CC